N[C@H](C(=O)N[C@@H](C(=O)N[C@@H](C(=O)N[C@@H](CC1=CC=C(C=C1)O)C(=O)O)CC1=CC=C(C=C1)Cl)CCCCNC(CCCCCCC)=O)CC=1N=CN(C1)C(C1=CC=CC=C1)(C1=CC=CC=C1)C1=CC=CC=C1 ((R)-2-((R)-2-((S)-2-amino-3-(1-trityl-1H-imidazol-4-yl)propanamido)-6-octanamidohexanamido)-3-(4-chlorophenyl)propanoyl)-L-tyrosine